magnesium-lithium-potassium [K].[Li].[Mg]